Cl.C1(=CC=CC=C1)OC(=O)N1CC2=CC(=CC=C2CC1)C(=O)N1CC2=CC=CC=C2C[C@H]1CN1CCOCC1 7-[(3S)-3-(morpholin-4-ylmethyl)-1,2,3,4-tetrahydroisoquinoline-2-carbonyl]-1,2,3,4-tetrahydroisoquinoline-2-carboxylic acid phenyl ester hydrochloride